3-[(3S,4S)-4-amino-3-methyl-2-oxa-8-azaspiro[4.5]dec-8-yl]-5-hydroxy-2-pyridinemethanol N[C@@H]1[C@@H](OCC12CCN(CC2)C=2C(=NC=C(C2)O)CO)C